tert-butyl (S)-2-(6-chloro-2-(1-methyl-1H-pyrazole-4-carbonyl)isoindolin-4-yl)pyrrolidine-1-carboxylate ClC1=CC(=C2CN(CC2=C1)C(=O)C=1C=NN(C1)C)[C@H]1N(CCC1)C(=O)OC(C)(C)C